O1C=CC=2C(=NC=CC21)C#N furo[3,2-c]pyridine-4-carbonitrile